1-Decyl-3-propylpiperidinium fluorid [F-].C(CCCCCCCCC)[NH+]1CC(CCC1)CCC